1,2,6-thiadiazinane 1,1-dioxide S1(NCCCN1)(=O)=O